methyl (R)-4-(1-phenylethoxy)benzoate C1(=CC=CC=C1)[C@@H](C)OC1=CC=C(C(=O)OC)C=C1